Cl.NCC(=O)NCC(=O)OC methyl 2-(2-aminoacetamido)acetate hydrochloride